n-Hex-ane CCCCCC